C1(=CC=CC=C1)N(C=1C=CC=2C3(C4=CC=C(C=C4OC2C1)N(C1=CC(=CC=C1)C)C1=CC=CC=C1)OC(C1=CC=CC=C13)=O)C1=CC(=CC=C1)C 3',6'-Bis[phenyl-(3-methylphenyl)amino]-spiro[isobenzofuran-1(3H),9'-[9H]xanthen]-3-one